C(C)(C)(C)OC(N[C@@H](C)C1=NC2=C(N1)C=CC(=C2)Cl)=O N-[(1S)-1-(5-chloro-1H-1,3-benzodiazol-2-yl)ethyl]carbamic acid tert-butyl ester